FC1=C(C=C(C=C1C)S(=O)(=O)N1N=C(C=C1)C(=O)NCC1=NC=C(N=C1)C)C 1-(4-fluoro-3,5-dimethyl-phenyl)sulfonyl-N-[(5-methylpyrazin-2-yl)methyl]pyrazole-3-carboxamide